N-((3S,4R)-4-(2-fluorophenyl)-1-methylpyrrolidin-3-yl)-3-(2-methylpyridin-4-yl)-1H-indazole-5-amide FC1=C(C=CC=C1)[C@H]1[C@@H](CN(C1)C)NC(=O)C=1C=C2C(=NNC2=CC1)C1=CC(=NC=C1)C